COC(=C(C)C)OC Dimethoxyisobutene